3,7-dimethyloct-5-en-1-ol CC(CCO)CC=CC(C)C